CN(CCCC(=O)OC(CCCCCCCC\C=C/CCCCCCCC(=O)OC)CCCCCCC)C methyl (9Z)-19-{[4-(dimethylamino)butanoyl]oxy}hexacos-9-enoate